1,3-dipalmitoyl-sn-glycero-2-phosphate C(CCCCCCCCCCCCCCC)(=O)OCC(OP(=O)(O)O)COC(CCCCCCCCCCCCCCC)=O